ethyl-4-aminobenzoate C(C)OC(C1=CC=C(C=C1)N)=O